NC1CCC(CC1)NC1=NC2=C(C=C(C=C2C=N1)C1=C(C=C(C=C1)N(S(=O)(=O)C1=C(C=CC=C1)Cl)C)C)CC N-(4-(2-(((1r,4r)-4-aminocyclohexyl)amino)-8-ethylquinazolin-6-yl)-3-methylphenyl)-2-chloro-N-methylbenzenesulfonamide